NC1=CC=CC(=N1)S(=O)(=O)NC(=O)C=1C(=NC(=CC1)C=1C=NN(C1)CC(C)C)OC1=C(C=C(C=C1C)C)C N-[(6-Amino-2-pyridyl)sulfonyl]-6-(1-isobutylpyrazol-4-yl)-2-(2,4,6-trimethylphenoxy)pyridin-3-carboxamid